(S)-2-(6-(7-methyl-5-((2-(trimethylsilyl)ethoxy)methyl)-5H-pyrrolo[2,3-b]pyrazin-2-yl)isochroman-8-yl)pyrrolidine-1-carboxylate CC1=CN(C2=NC=C(N=C21)C=2C=C1CCOCC1=C(C2)[C@H]2N(CCC2)C(=O)[O-])COCC[Si](C)(C)C